S1C2=C(C=C1)C(=CC=C2)N2CCNCC2 1-(benzo[b]thiophen-4-yl)-piperazine